2-(4-cyclopropyl-6-methoxypyrimidin-5-yl)-5-methyl-8-(4-(5-methyl-3-(trifluoromethyl)-1H-pyrazol-1-yl)benzyl)-7,8-dihydropteridin-6(5H)-one C1(CC1)C1=NC=NC(=C1C1=NC=2N(CC(N(C2C=N1)C)=O)CC1=CC=C(C=C1)N1N=C(C=C1C)C(F)(F)F)OC